[1-(2-ethoxyethyl)-4,6-dimethyl-5-(sulfamoylamino)-2,3-dihydroindol-7-yl]-2,2-dimethylpropanamide C(C)OCCN1CCC2=C(C(=C(C(=C12)CC(C(=O)N)(C)C)C)NS(N)(=O)=O)C